5-(4-(methacryloyloxy)styryl)-1,3-phenylene dimethacrylate C(C(=C)C)(=O)OC1=CC(=CC(=C1)C=CC1=CC=C(C=C1)OC(C(=C)C)=O)OC(C(=C)C)=O